O-Phenylphenol C1(=CC=CC=C1)OC1=CC=CC=C1